NCCC1N(CCC1)C 2-(2-aminoethyl)-1-methyl-pyrrolidine